4-(3-cyano-2-(((S)-1-methylpyrrolidin-2-yl)methoxy)-5,6,7,8-tetrahydro-1,7-naphthyridin-4-yl)-2-(cyanomethyl)piperazine-1-carboxylic acid tert-butyl ester C(C)(C)(C)OC(=O)N1C(CN(CC1)C1=C(C(=NC=2CNCCC12)OC[C@H]1N(CCC1)C)C#N)CC#N